N[GeH](N)N Triaminogermanium hydride